C(CCC)OC(\C(=C(/C(=O)OCCCC)\Br)\Br)=O 2,3-dibromo-maleic acid di-n-butyl ester